C(C(=O)OC(=N)N)N glycinamidine